BrC=1C=C2C(=NC=NC2=CC1)C=1C=C(C(=NC1)N1CCC(CC1)N1CCOCC1)F 4-(1-(5-(6-bromoquinazolin-4-yl)-3-fluoropyridin-2-yl)piperidin-4-yl)morpholine